[O-2].[Cr+6].[O-2].[O-2] chromium(VI) oxide